CC1=C(N=NC(=C1)C)N 4,6-dimethylpyridazin-3-amine